bromonitropropane BrC(CC)[N+](=O)[O-]